NC1=C2NC(N(C2=NC(=N1)S(=O)(=N)CC)CC1=CC=C(C=C1)Br)=O 6-amino-9-[(4-bromophenyl)methyl]-2-(ethylsulphonimidoyl)-7H-purin-8-one